COC1=NC=C(C(=N1)OC)C=1C=CC=2N(N1)C(=CN2)F 6-(2,4-dimethoxypyrimidin-5-yl)-3-fluoroimidazo[1,2-b]pyridazine